2-(6-amino-1-(2-fluoro-4-nitrobenzyl)-1H-pyrazolo[3,4-d]pyrimidin-4-yl)isonicotinonitrile NC1=NC(=C2C(=N1)N(N=C2)CC2=C(C=C(C=C2)[N+](=O)[O-])F)C=2C=C(C#N)C=CN2